xylylene dibromide C=1(C(=CC=CC1)CBr)CBr